2-(2,6-dioxopiperidin-3-yl)-4-(2-fluoro-4-((4-hydroxy-4-(pyridin-2-yl)piperidin-1-yl)methyl)benzylamino)isoindoline-1,3-dione O=C1NC(CCC1N1C(C2=CC=CC(=C2C1=O)NCC1=C(C=C(C=C1)CN1CCC(CC1)(C1=NC=CC=C1)O)F)=O)=O